CC1=C(C=CC(=C1)C)NC=1SC2=C(N1)CC[C@@]1([C@H]3CC[C@]/4([C@H]([C@@H]3CC=C12)CC\C4=N/O)C)C (5aR,5bS,7aS,10aS,10bR,E)-2-((2,4-dimethylphenyl)amino)-5a,7a-dimethyl-4,5,5a,5b,6,7,7a,9,10,10a,10b,11-dodecahydro-8H-cyclopenta[7,8]phenanthro[2,1-d]thiazol-8-one oxime